CN1C(CC(CC1(C)C)C(C(C(C(C(=O)[O-])C1CC(N(C(C1)(C)C)C)(C)C)(C(=O)[O-])CCCCCCCCCCCCC)(C(=O)[O-])CCCCCCCCCCCCC)C(=O)[O-])(C)C bis(1,2,2,6,6-pentamethyl-4-piperidyl)-bis(tridecyl)-1,2,3,4-butanetetracarboxylate